CC1OCC(S1)CCC 2-methyl-4-propyl-1,3-oxathiolane